C(C)N1N=C2C(=CC=C(C2=C1)N1CC2(C1)N(CCC2)C(=O)OC(C)(C)C)C(NC=2C=C(C=1N(C2)C=C(N1)C)F)=O tert-butyl 2-[2-ethyl-7-({8-fluoro-2-methylimidazo[1,2-a]pyridin-6-yl}carbamoyl)indazol-4-yl]-2,5-diazaspiro[3.4]octane-5-carboxylate